ClC1=C2C(=NC=N1)N(N=C2)C2=C(C=C(C=C2)F)OC(F)(F)F 4-chloro-1-[4-fluoro-2-(trifluoromethoxy)phenyl]pyrazolo[3,4-d]pyrimidine